C(CCCCCCCCCCCCCCCCC)OC(C(C)C1=CC(=C(C(=C1)C(C)(C)C)O)C(C)(C)C)=O (3,5-di-tert-butyl-4-hydroxyphenyl)propionic n-octadecyl ester